OCCN[C@H]1CCC2=C(C=CC=C12)C=1C(=C(C#N)C=CC1)OC(C)C 3-{(1S)-1-[(2-hydroxyethyl)amino]-2,3-dihydro-1H-inden-4-yl}-2-isopropoxybenzonitrile